5-amino-4-(3-hydroxy-2,6-dimethylphenyl)-1,2-dimethyl-1H-benzo[d]imidazole-6-carboxamide NC1=C(C2=C(N(C(=N2)C)C)C=C1C(=O)N)C1=C(C(=CC=C1C)O)C